BrC=1C=C(C(=NC1)CNC(C(=O)OC)=O)Cl Methyl 2-(((5-bromo-3-chloropyridin-2-yl) methyl) amino)-2-oxoacetate